3-benzyl-2-phenylquinazolin-4(3H)-one C(C1=CC=CC=C1)N1C(=NC2=CC=CC=C2C1=O)C1=CC=CC=C1